N1(C=NC=C1)C1=CC=C(N=N1)C(=O)NC1=C(C(=O)[O-])C=C(C(=C1)F)OCCCOC1=C(C=C(C(=C1)NC(=O)C=1N=NC(=CC1)N1C=NC=C1)C(=O)[O-])F.[Li+].[Li+] lithium 2-(6-(1H-imidazol-1-yl)pyridazine-3-carboxamido)-5-(3-(5-(6-(1H-imidazol-1-yl)pyridazine-3-carboxamido)-4-carboxylato-2-fluorophenoxy)propoxy)-4-fluorobenzoate